C(C(=C)C)(=O)OC(C1=CC=CC=C1)C(=O)OCC α-(ethoxycarbonyl)benzyl methacrylate